N-[(1r,3s)-3-[[6-chloro-2-(trifluoromethyl)-4-quinolinyl]amino]-cyclohexyl]-2-methoxy-3-methyl-imidazole-4-carboxamide ClC=1C=C2C(=CC(=NC2=CC1)C(F)(F)F)N[C@@H]1C[C@@H](CCC1)NC(=O)C=1N(C(=NC1)OC)C